4-(2,2-difluoro-1,2-dimethoxyethyl)-4'-(trifluoromethyl)-1,1'-biphenyl FC(C(OC)C1=CC=C(C=C1)C1=CC=C(C=C1)C(F)(F)F)(OC)F